5-[3-(4-methylpiperazin-1-yl)propylcarbamoyl]benzene-1,3-dicarboxylic acid CN1CCN(CC1)CCCNC(=O)C=1C=C(C=C(C1)C(=O)O)C(=O)O